rhodium tris(triphenylphosphine) dichloride [Cl-].[Cl-].C1(=CC=CC=C1)P(C1=CC=CC=C1)C1=CC=CC=C1.C1(=CC=CC=C1)P(C1=CC=CC=C1)C1=CC=CC=C1.C1(=CC=CC=C1)P(C1=CC=CC=C1)C1=CC=CC=C1.[Rh+2]